4-chloro-3-[(2S)-2-(1,1-difluoroethyl)-4,4-difluoro-pyrrolidin-1-yl]-1H-indazole ClC1=C2C(=NNC2=CC=C1)N1[C@@H](CC(C1)(F)F)C(C)(F)F